OC(C)(C)C1=CC=C(C=C1)C=1C=C(C=C2C=C(C=NC12)C(=O)OC)OC methyl 8-(4-(2-hydroxypropan-2-yl) phenyl)-6-methoxyquinoline-3-carboxylate